2,2,4,4-tetrahydroxybenzophenone OC1(C(C(=O)C2=CC=CC=C2)C=CC(C1)(O)O)O